ethyl (R)-4-((tert-butoxycarbonyl)amino)-2-((S)-2-(2-(4-chlorophenyl)-2-methylpropanamido)-3-methylbutanamido)butanoate C(C)(C)(C)OC(=O)NCC[C@H](C(=O)OCC)NC([C@H](C(C)C)NC(C(C)(C)C1=CC=C(C=C1)Cl)=O)=O